C(C)(=O)OCC\C=C\C\C=C/CC (E,Z)-3,6-nonadien-1-yl acetate